C1CCCC=2CC=3C(=CC12)C=CC=CC3 tetrahydro-5H-cyclohepta[b]naphthalene